O=C1NC(=C(C=C1C(=O)N)C1=CC=C(C=C1)C=C1CCOCC1)C(F)(F)F 2-oxo-5-(4-((tetrahydro-4H-pyran-4-ylidene)methyl)phenyl)-6-(trifluoromethyl)-1,2-dihydropyridine-3-carboxamide